COC(=O)C1=CC2=C(N=C(N2C[C@H]2OCC2)CC2CC=C(CC2)C2=NC=C(C(=N2)OCOC)F)S1 2-((4-(5-fluoro-4-(methoxymethoxy)pyrimidin-2-yl)cyclohex-3-en-1-yl)methyl)-1-(((S)-oxetan-2-yl)methyl)-1H-thieno[2,3-d]imidazole-5-carboxylic acid methyl ester